CN1CCN(CC1)S(=O)(=O)C1=CC=C(C=C1)NC=1N=CC=2C=C3NNC(C4(N3C2N1)CCCCC4)=O 7'-((4-((4-methylpiperazin-1-yl)sulfonyl)phenyl)amino)-1',2'-dihydro-3'H-spiro[cyclohexane-1,4'-pyrimido[5',4':4,5]pyrrolo[2,1-c][1,2,4]triazin]-3'-one